1-(5-acetyl-2-chlorophenyl)-3-(3-methoxypropyl)urea C(C)(=O)C=1C=CC(=C(C1)NC(=O)NCCCOC)Cl